N-Ethylaminoadenosine C(C)NNC=1C=2N=CN([C@H]3[C@H](O)[C@H](O)[C@@H](CO)O3)C2N=CN1